N1(CCCCC1)C(C=CC1=C(C=CC=C1)O)=O 1-piperidino-3-(2-hydroxyphenyl)-2-propen-1-one